ClC1=C(OC=2C(=NC=CC2)OCC(=O)OCC)C=C(C(=C1)F)N1C(N(C(=CC1=O)C(F)(F)F)C)=O ethyl 2-[[3-[2-chloro-4-fluoro-5-[3-methyl-2,6-dioxo-4-(trifluoromethyl)pyrimidin-1-yl]phenoxy]-2-pyridyl]oxy]acetate